C1S(CC12CN(C2)C(=O)OC(C)(C)C)(=O)=O tert-butyl 2-thia-6-azaspiro[3.3]heptane-6-carboxylate 2,2-dioxide